CC=1C=C(C=CC1C)N1N=C(C(N(C1=O)CC1=CC=C(C=C1)C)=O)C#N 2-(3,4-dimethylphenyl)-4-(4-methylbenzyl)-3,5-dioxo-2,3,4,5-tetrahydro-1,2,4-triazine-6-carbonitrile